C(C)(C)(C)C1=C(C=CC(=C1)C(C)(C)C)OC=1C(C(=O)O)=CC=CC1.BrC=1C(=NC=CC1)C(C)OC 3-bromo-2-(1-methoxyethyl)pyridine 2,4-di-tert-butylphenyl-salicylate